2-fluoro-4-((1-(6-methoxypyridin-3-yl)-1H-pyrazol-3-yl)oxy)aniline FC1=C(N)C=CC(=C1)OC1=NN(C=C1)C=1C=NC(=CC1)OC